C(C)OC(=O)[C@H]1N([C@H]2C[C@]2(C1)CN1N=NC=C1)C(CNC(=O)C=1C=CC=2C(C3=CC=CC=C3C2C1)(F)F)=O.[Cl-].C[NH2+]C Dimethyl-Ammonium Chloride ethyl-(1S,3S,5S)-5-((1H-1,2,3-triazol-1-yl)methyl)-2-((9,9-difluoro-9H-fluorene-3-carbonyl)glycyl)-2-azabicyclo[3.1.0]hexane-3-carboxylate